4-((7-(4,4-difluoropiperidin-1-yl)-7-oxoheptyl)thio)-7-fluoro-1-oxoisoindoline FC1(CCN(CC1)C(CCCCCCSC1=C2CNC(C2=C(C=C1)F)=O)=O)F